N1C(NCC2=CC=CC=C12)=O 3,4-dihydro-1H-quinazolin-2-one